(3,4-difluorophenyl)(phenylmethyl)-3,4,12,12a-tetrahydro-1H-[1,4]oxazino[3,4-c]pyrido[2,1-f][1,2,4]triazine-6,8-dione FC=1C=C(C=CC1F)C1(OCCN2C1NN1C(C2=O)=CC(C=C1)=O)CC1=CC=CC=C1